C(OCC)(OCOC1=CC(=CC(=C1C1=C(C=CC(=C1)C)C(=C)C)OCOC(OCC)=O)CCC)=O diethyl (((5'-methyl-2'-(prop-1-en-2-yl)-4-propyl-[1,1'-biphenyl]-2,6-diyl)bis(oxy))bis(methylene)) bis(carbonate)